CN1N=CC(=C1C)C(=O)OCC ethyl 1,5-dimethyl-1H-pyrazole-4-carboxylate